CC1=CC=C(C=C1)S(=O)(=O)NC(=O)N[C@@H](CCSC)C(=O)O N-(p-toluenesulfonylaminocarbonyl)-methionine